2-(4-Chloro-3-fluorophenoxy)-N-[(3S,6R)-6-[6-(trifluoromethoxy)-1,3-benzoxazol-2-yl]piperidin-3-yl]acetamid ClC1=C(C=C(OCC(=O)N[C@@H]2CN[C@H](CC2)C=2OC3=C(N2)C=CC(=C3)OC(F)(F)F)C=C1)F